O=C1N(NC=2C1=NC=CC2)C(=O)[O-] 3-oxopyrazolo[4,3-b]pyridine-2-carboxylate